3-(4-(Aminomethyl)-4-methylpiperidin-1-yl)-6-((2,3-dichlorophenyl)-amino)pyrazin-2(1H)-on NCC1(CCN(CC1)C=1C(NC(=CN1)NC1=C(C(=CC=C1)Cl)Cl)=O)C